N-(4-(6-ethoxypyridin-3-yl)-3-fluoro-5-(2H-tetrazol-5-yl)phenyl)-4-(trifluoromethyl)piperidine-1-Formamide C(C)OC1=CC=C(C=N1)C1=C(C=C(C=C1C=1N=NNN1)NC(=O)N1CCC(CC1)C(F)(F)F)F